methyl 3-(4-(3,4-difluoro-2-(trifluoromethyl) phenyl) piperidine-1-carbonyl)-6,7-dihydro-1H-pyrazolo[4,3-c]pyridine-5(4H)-carboxylate FC=1C(=C(C=CC1F)C1CCN(CC1)C(=O)C1=NNC2=C1CN(CC2)C(=O)OC)C(F)(F)F